7-Bromo-1-methyl-indazol-3-amine BrC=1C=CC=C2C(=NN(C12)C)N